C1(CCC1)C1=CC(=C(C=C1)NC1=C2C(=NC(=C1)NC(=O)C1CC1)NN(C2=O)C)S(=O)(=O)C N-(4-((4-cyclobutyl-2-(methylsulfonyl)phenyl)amino)-2-methyl-3-oxo-2,3-dihydro-1H-pyrazolo[3,4-b]pyridin-6-yl)cyclopropanecarboxamide